(S)-2-(8-(3-(3,4-difluorophenyl)ureido)dibenzo[b,d]furan-3-sulfonamido)-3-methyl-butanoic acid FC=1C=C(C=CC1F)NC(NC=1C=CC2=C(C3=C(O2)C=C(C=C3)S(=O)(=O)N[C@H](C(=O)O)C(C)C)C1)=O